1-((5-(difluoromethyl)-1,3,4-oxadiazol-2-yl)methyl)-6-(4-methoxypyrrolo[1,2-b]pyridazin-5-yl)-2-methyl-1H-imidazo[4,5-b]pyridine FC(C1=NN=C(O1)CN1C(=NC2=NC=C(C=C21)C=2C=CN1N=CC=C(C12)OC)C)F